O=C1CNCN1 5-OXOIMIDAZOLIDINE